3-oxo-3-((R)-3-(trifluoromethyl)-7a,8,10,11-Tetrahydro-5H-pyrazino[2,1-c]pyrido[2,3-e][1,4]oxazepin-9(7H)-yl)propane O=C(CC)N1C[C@@H]2COCC3=C(N2CC1)N=CC(=C3)C(F)(F)F